(R)-N-(3-(5-chloro-2-methoxyphenyl)-1-(2-hydroxy-3-methoxypropyl)-1H-pyrazol-4-yl)pyrazolo[1,5-a]pyrimidine-3-carboxamide ClC=1C=CC(=C(C1)C1=NN(C=C1NC(=O)C=1C=NN2C1N=CC=C2)C[C@H](COC)O)OC